[15NH2][13C@H]([13C](=O)O)CCC(=O)N[C@@H](CS)C(=O)NCC(=O)O [13C2,15N]-glutathione